C1=CC=CC=2C3=CC=CC=C3N(C12)C(C)=O 1-(9H-carbazol-9-yl)ethan-1-one